2-[3-(2-Hydroxy-1,1-dihydroxymethyl-ethylamino)-propylamino]-2-hydroxymethyl-propane-1,3-diol OCC(CO)(CO)NCCCNC(CO)(CO)CO